OC12CC3CC(CC(C1)C3)C2 5-hydroxyadamantane